(S)-1-(4-aminobenzyl)-3-((4-ethyl-8-fluoro-4-hydroxy-9-methyl-3,14-dioxo-3,4,12,14-tetrahydro-1H-pyrano[3',4':6,7]indolizino[1,2-b]quinolin-11-yl)methyl)urea NC1=CC=C(CNC(=O)NCC2=C3C(=NC=4C=C(C(=CC24)C)F)C2=CC4=C(C(N2C3)=O)COC([C@]4(O)CC)=O)C=C1